4-((1S,2R)-2-(hydroxymethyl)cyclopentylamino)-2-((1r,4S)-4-methoxycyclohexylamino)pyrimidine-5-carboxamide OC[C@H]1[C@H](CCC1)NC1=NC(=NC=C1C(=O)N)NC1CCC(CC1)OC